FC(C1=C2C=CNC2=CC(=C1OC=1C=CC(=C(C(N)=N)C1)F)F)F 5-((4-(difluoromethyl)-6-fluoro-1H-indol-5-yl)oxy)-2-fluorobenzimidamide